(1S,3r)-3-(4-(2-chlorophenyl)-5-(5-ethoxypyridin-2-yl)-4H-1,2,4-triazol-3-yl)cyclobutan-1-amine dihydrochloride Cl.Cl.ClC1=C(C=CC=C1)N1C(=NN=C1C1=NC=C(C=C1)OCC)C1CC(C1)N